C1(=CC=CC2=CC=CC=C12)N(C1=CC=2CC3=CC(=CC=C3C2C=C1)N(C1=CC=CC=C1)C1=CC=CC2=CC=CC=C12)C1=CC=CC=C1 N2,N7-di-1-naphthyl-N2,N7-diphenyl-9H-fluorene-2,7-diamine